3-hydroxybutyric acid monohydrate O.OC(CC(=O)O)C